tert-butyl N-methyl-N-[2-[[methyl-(3-methyl-2-oxo-1H-benzimidazol-4-yl)amino] methyl]spiro[3.5]nonan-7-yl]carbamate CN(C(OC(C)(C)C)=O)C1CCC2(CC(C2)CN(C2=CC=CC=3NC(N(C32)C)=O)C)CC1